ClC1=NC(=C(C=C1OCC(C)=O)F)CO 1-((2-chloro-5-fluoro-6-(hydroxymethyl)pyridin-3-yl)oxy)propan-2-one